OC1(CC=C(C[C@H](N)C(=O)O)C=C1)O p-hydroxytyrosine